4-(4-(3-chlorophenyl)-3-(trifluoromethyl)isoxazol-5-yl)benzene-1,3-diol ClC=1C=C(C=CC1)C=1C(=NOC1C1=C(C=C(C=C1)O)O)C(F)(F)F